COC1=C(C(=CC=C1)N1CCN(CC1)C(C)C)NC(=O)N1CCC(CC1)C1=CC=C(C=C1)C N-{2-Methoxy-6-[4-(propan-2-yl)piperazin-1-yl]phenyl}-4-(4-methylphenyl)piperidine-1-carboxamide